FC=1C=C(C=CC1O[C@@H](C)C1=CC=CC=C1)C1=CC2=C(N=CN=C2C=2CCNCC2)N1 (S)-6-(3-fluoro-4-(1-phenylethoxy)phenyl)-4-(1,2,3,6-tetrahydropyridin-4-yl)-7H-pyrrolo[2,3-d]pyrimidine